ClC1=CC(N(S1)C)=O 5-Chloro-2-methyl-3(2H)-isothiazolon